6-Bromo-5-fluoro-3-(((2R,7aS)-2-fluorotetra-hydro-1H-pyrrolizin-7a(5H)-yl)methoxy)-N-((5-methyl-1,2,4-oxa-diazol-3-yl)methyl)-7,9-dihydrofuro[3,4-f]quinazolin-1-amine BrC=1C2=C(C3=C(N=C(N=C3C1F)OC[C@]13CCCN3C[C@@H](C1)F)NCC1=NOC(=N1)C)COC2